O=C1N(C(CN1C1=CC=C(C=C1)C(F)(F)F)=O)CC1=CC(=C(OCC(=O)OCC)C=C1)C Ethyl 2-(4-((2,5-dioxo-3-(4-(trifluoromethyl)phenyl)imidazolidin-1-yl)methyl)-2-meth-ylphenoxy)acetate